2,6-dichloro-4-[2-methyl-4-(4-methyl-1,2,4-triazol-3-yl)pyrazol-3-yl]pyridine ClC1=NC(=CC(=C1)C=1N(N=CC1C1=NN=CN1C)C)Cl